ClC1=C(C(=O)NC2=C3C=NN(C3=CC=C2)C2=CC(=NC=C2)C)C=C(C=C1)CNC(C(CO)(C)C)=O 2-Chloro-5-{[(3-hydroxy-2,2-dimethylpropionyl)amino]methyl}-N-[1-(2-methylpyridin-4-yl)-1H-indazol-4-yl]benzamide